triisopropyl-[5-methoxy-4-[(E)-1-(5-tetrahydropyran-2-yloxy-2-adamantyl)-2-(4,4,5,5-tetramethyl-1,3,2-dioxaborolan-2-yl)vinyl]pyrrolo[2,3-b]pyridin-1-yl]silane C(C)(C)[Si](N1C=CC=2C1=NC=C(C2\C(=C\B2OC(C(O2)(C)C)(C)C)\C2C1CC3CC(CC2C3)(C1)OC1OCCCC1)OC)(C(C)C)C(C)C